FC(C1=CC=C(C=C1)[C@]12[C@](C3=C(C=NC=C3OC)O1)([C@@H]([C@@H]([C@H]2C2=CC=CC=C2)CN(C)C)O)O)F (4bS,5R,6S,7S,7aR)-7a-(4-(difluoromethyl)phenyl)-6-((dimethylamino)methyl)-4-methoxy-7-phenyl-5,6,7,7a-tetrahydro-4bH-cyclopenta[4,5]furo[2,3-c]pyridine-4b,5-diol